(R)-N-((S)-3-(4-chloro-1H-indazol-5-yl)-2-(dimethylamino)propyl)-3-(pyridin-3-yl)-3-(1-(trifluoromethyl)cyclopropyl)propanamide ClC1=C2C=NNC2=CC=C1C[C@@H](CNC(C[C@@H](C1(CC1)C(F)(F)F)C=1C=NC=CC1)=O)N(C)C